2-(2-fluoro-4-methylphenyl)-4-iodo-5-(1H-pyrrolo[2,3-b]pyridin-4-yl)-1-{[2-(trimethylsilyl)ethoxy]methyl}-1H-pyrrole-3-carboxylic acid FC1=C(C=CC(=C1)C)C=1N(C(=C(C1C(=O)O)I)C1=C2C(=NC=C1)NC=C2)COCC[Si](C)(C)C